((S)-1-(((S)-1-hydroxy-3-((S)-2-oxopyrrolidin-3-yl)propan-2-yl)amino)-1-oxohexane-2-yl)carbamic acid OC[C@H](C[C@H]1C(NCC1)=O)NC([C@H](CCCC)NC(O)=O)=O